4-amino-1-[4-[4-[6-chloro-4-(trifluoromethyl)-2-pyridinyl]piperazin-1-yl]sulfonylphenyl]pyrrolidin-2-one NC1CC(N(C1)C1=CC=C(C=C1)S(=O)(=O)N1CCN(CC1)C1=NC(=CC(=C1)C(F)(F)F)Cl)=O